FC1=C(C(=CC=C1)F)C1=NN(C=C1C1=NC=NC2=CC(=C(C=C12)NC(=O)C12CN(CC2C1)C(=O)OC(C)(C)C)OC)C tert-butyl 1-((4-(3-(2,6-difluorophenyl)-1-methyl-1H-pyrazol-4-yl)-7-methoxyquinazolin-6-yl) carbamoyl)-3-azabicyclo[3.1.0]hexane-3-carboxylate